C(C)(C)(C)[NH-] t-Butylamid